6-{3-acetyl-3-azabicyclo[3.1.0]hexane-1-yl}-4-{[(1R)-1-[3-(difluoromethyl)-2-fluorophenyl]ethyl]amino}-8-methyl-7h,8h-pyrido[2,3-d]pyrimidin-7-one C(C)(=O)N1CC2(CC2C1)C1=CC2=C(N=CN=C2N[C@H](C)C2=C(C(=CC=C2)C(F)F)F)N(C1=O)C